(3R)-3-(methoxymethyl)piperidine hydrochloride Cl.COC[C@H]1CNCCC1